C(C1=CC=CC=C1)OC1=C(C(=C2C=CC(=CC2=C1)C(=O)O)F)N1S(NC(C1)=O)(=O)=O 7-benzyloxy-5-fluoro-6-(1,1,4-trioxo-1,2,5-thiadiazolidin-2-yl)naphthalene-2-carboxylic acid